ClC1=CC=C2N=C3CCC(CC3=CC2=C1)C1=CC=CC=C1 7-chloro-2-phenyl-1,2,3,4-tetrahydroacridine